C12(CC3CC(CC(C1)C3)C2)C(=O)OS(=O)(=O)C(C)(OF)OF 1-adamantanoyl-(1',1'-difluorooxyethyl)sulfonic acid